COC1=CC=C(C=C1)C1=[O+]C(=CC(=C1)C1=CC=C(C=C1)OC)C1=CC=CC=C1 2,4-bis(4-methoxyphenyl)-6-phenyl-pyrylium